(3-chloro-2-pyridyl)hydrazine ClC=1C(=NC=CC1)NN